NC=1C=C(C(=O)N)C=C(C1NCCCCNC1=C(C=C(C=C1)S(N)(=O)=O)N)OC 3-amino-4-((4-((2-amino-4-sulfamoylphenyl)amino)butyl)amino)-5-methoxybenzamide